F[P-](F)(F)(F)(F)F.C(#N)C(C(=O)OCC)=NO[C+](N1CCOCC1)N(C)C (1-cyano-2-ethoxy-2-oxoethylideneaminooxy)dimethylamino-morpholinoCarbenium hexafluorophosphate